1,5-bis(2-methoxyphenyl)pentan-1,4-diene COC1=C(C=CC=C1)C=CCC=CC1=C(C=CC=C1)OC